NC=1C=C(C=CC1)CC(=O)N1C[C@@H](CC[C@@H]1C)C(=O)O (3R,6S)-1-(2-(3-aminophenyl)acetyl)-6-methylpiperidine-3-carboxylic acid